C(C)C=1C(=C(C=CC1F)[C@@H]1[C@H](O[C@@](C1)(C(F)(F)F)C)C(=O)NC=1C(=NN(C1)S(=O)(=O)C)C)OC |o1:9,10,12| rel-(2s,3r,5s)-3-(3-ethyl-4-fluoro-2-methoxyphenyl)-5-methyl-N-(3-methyl-1-(methylsulfonyl)-1H-pyrazol-4-yl)-5-(trifluoromethyl)tetrahydrofuran-2-carboxamide